BrC1=CC2=C(CCCC(N2C)=O)C=C1 8-bromo-1-methyl-4,5-dihydro-3H-1-benzazepin-2-one